(3S)-4-[2-cyclopentyl-8-(methoxycarbonyl)-6H,7H,9H-imidazo[4,5-h]isoquinolin-3-yl]-3-phenylbutanoic acid C1(CCCC1)C1=NC2=C(C=CC=3CCN(CC23)C(=O)OC)N1C[C@@H](CC(=O)O)C1=CC=CC=C1